[Li].CO[Si](C)(C)N[Si](OC)(C)C bis(methoxydimethylsilyl)amine lithium salt